C(#N)C12CC(C1)(C2)CN2N=CC(=N2)C(=O)OCC ethyl 2-((3-cyanobicyclo[1.1.1]pentan-1-yl)methyl)-2H-1,2,3-triazole-4-carboxylate